ClC1=NC(=NC(=N1)N)N chlorodiamino-s-triazine